COC([C@H](CC1=CC=C(C=C1)N1C(N(C2=C1C(=CC(=C2)F)F)C)=O)NC(C2=CC=CC=C2)(C2=CC=CC=C2)C2=CC=CC=C2)=O (S)-3-(4-(5,7-difluoro-3-methyl-2-oxo-2,3-dihydro-1H-benzo[d]imidazol-1-yl)phenyl)-2-(tritylamino)propionic acid methyl ester